2-(((Benzyloxy)carbonyl)amino)-2-(1,4-dioxaspiro[4.5]dec-8-yl)acetic acid C(C1=CC=CC=C1)OC(=O)NC(C(=O)O)C1CCC2(OCCO2)CC1